[OH-].C1(C=CC(C2=CC=CC=C12)=O)=O naphthoquinone hydroxide